FC1CCN2C(=CC(=C2C1O)C(F)(F)F)C1=CC(=C(C=C1)F)C(F)(F)F 7-fluoro-3-(4-fluoro-3-(trifluoromethyl)phenyl)-1-(trifluoromethyl)-5,6,7,8-tetrahydroindolizin-8-ol